N-(4-(4-amino-5-(3-fluoro-4-((4-methylpyrimidin-2-yl)oxy)phenyl)-7-(tetrahydrofuran-3-yl)-7H-pyrrolo[2,3-d]pyrimidin-6-yl)phenyl)methacrylamide NC=1C2=C(N=CN1)N(C(=C2C2=CC(=C(C=C2)OC2=NC=CC(=N2)C)F)C2=CC=C(C=C2)NC(C(=C)C)=O)C2COCC2